BrC1=C2N(N=C1CN(CCN(C(OC(C)(C)C)=O)C)C)CC(C2)(F)F tert-Butyl [2-([(3-bromo-5,5-difluoro-5,6-dihydro-4H-pyrrolo[1,2-b]pyrazol-2-yl)methyl][methyl]amino)ethyl][methyl]carbamate